ClC1=NC(=NC=C1C(F)(F)F)NC=1C(=NN(C1)C(C(=O)OC)(C)C)C methyl 2-(4-((4-chloro-5-(trifluoromethyl)pyrimidin-2-yl)amino)-3-methyl-1H-pyrazol-1-yl)-2-methylpropanoate